3-bromo-4-chloro-2-methylaniline BrC=1C(=C(N)C=CC1Cl)C